C(C)(C)(C)C=1SC(=C(N1)C=1C(=C(C=CC1)NS(=O)(=O)C1=C(C=CC=C1F)F)F)C1=NC(=NC=C1)NC1=CC=C(C=C1)S(=O)(=O)C N-(3-(2-(tert-butyl)-5-(2-((4-(methylsulfonyl)phenyl)amino)pyrimidin-4-yl)thiazol-4-yl)-2-fluorophenyl)-2,6-difluorobenzenesulfonamide